tert-butyl-4-bromo-3,6-dihydropyridine-1(2H)-carboxylate C(C)(C)(C)OC(=O)N1CCC(=CC1)Br